4-(5-chloro-[1,2,4]triazolo[1,5-a]pyrimidin-7-yl)benzonitrile ClC1=NC=2N(C(=C1)C1=CC=C(C#N)C=C1)N=CN2